trans-4-dimethylamino-crotonic acid hydrochloride Cl.CN(C/C=C/C(=O)O)C